ClC1=CC(N(C=C1)C(C)N1N=NC(=C1)C1=NC(=CN=C1)N1CCCC1)=O 4-chloro-1-(1-(4-(6-(pyrrolidin-1-yl)pyrazin-2-yl)-1H-1,2,3-triazol-1-yl)ethyl)pyridin-2(1H)-one